C(CCC)C(C(=O)[O-])(CCCCCCC)CCCC.[Nd+3].C(CCC)C(C(=O)[O-])(CCCCCCC)CCCC.C(CCC)C(C(=O)[O-])(CCCCCCC)CCCC neodymium 2,2-dibutylnonanoate